2-BROMO-4-CHLORO-1-[2-[2-[2-[2-[2-(2-METHOXYETHOXY)ETHOXY]ETHOXY]ETHOXY]ETHOXY]ETHOXY]BENZENE BrC1=C(C=CC(=C1)Cl)OCCOCCOCCOCCOCCOCCOC